COC(=O)N[C@H](C(=O)N1[C@@H](CC2(CC2)CC1)C(=O)O)C(C)(C)C (S)-6-((S)-2-((Methoxycarbonyl)amino)-3,3-dimethylbutanoyl)-6-azaspiro[2.5]octane-5-carboxylic acid